CCC(C)C=1C=C(C=CC1)N=CCCCC1=C(C(=O)O)C=CC(=C1)C [3-(3-butyl)phenyliminobutyl]4-methylbenzoic acid